4-Bromo-N-(6-(2-chloro-4-(5-methyl-1,2,4-oxadiazol-3-yl)phenyl)pyridin-3-yl)-3-(2-(dimethylamino)ethoxy)benzamid BrC1=C(C=C(C(=O)NC=2C=NC(=CC2)C2=C(C=C(C=C2)C2=NOC(=N2)C)Cl)C=C1)OCCN(C)C